8-Bromo-4-chloro-2-phenyl-benzofuro[3,2-d]pyrimidin BrC=1C=CC2=C(C1)C=1N=C(N=C(C1O2)Cl)C2=CC=CC=C2